1-methoxy-6,6,9-trimethyl-3-pentylbenzo[c]chromene COC1=C2C3=C(C(OC2=CC(=C1)CCCCC)(C)C)C=CC(=C3)C